BrC=1C=C(C=CC1)C[C@H](C(=O)O)NC(=O)OC(C)(C)C (2R)-3-(3-bromophenyl)-2-{[(tert-butoxy)carbonyl]Amino}propionic acid